4-(7-(tert-Butoxycarbonyl)-2-chloro-5,6,7,8-tetrahydropyrido[3,4-d]pyrimidin-4-yl)piperazine-1,2-dicarboxylic acid 1-benzyl ester 2-methyl ester COC(=O)C1N(CCN(C1)C=1C2=C(N=C(N1)Cl)CN(CC2)C(=O)OC(C)(C)C)C(=O)OCC2=CC=CC=C2